(2S,4S)-N-[2-[[4-[[3-(2,3-difluoro-4-methoxyphenyl)imidazo[1,2-a]pyrazin-8-yl]amino]-2-methylbenzoyl]amino]ethyl]-4-ethyl-4-hydroxypyrrolidine-2-carboxamide FC1=C(C=CC(=C1F)OC)C1=CN=C2N1C=CN=C2NC2=CC(=C(C(=O)NCCNC(=O)[C@H]1NC[C@](C1)(O)CC)C=C2)C